1-[4-[4-[6-chloro-4-(trifluoromethyl)-2-pyridinyl]piperazin-1-yl]sulfonylphenyl]-4-hydroxy-pyrrolidin-2-one ClC1=CC(=CC(=N1)N1CCN(CC1)S(=O)(=O)C1=CC=C(C=C1)N1C(CC(C1)O)=O)C(F)(F)F